ClC=1N=CC2=C(N1)N(C(=C2)C(=O)N(C)C)C2=CC(=C(C=C2)CN(C)C)C2CC2 2-chloro-7-(3-cyclopropyl-4-((dimethylamino)methyl)phenyl)-N,N-dimethyl-7H-pyrrolo[2,3-d]pyrimidine-6-carboxamide